C(C)(C)(C)[C@@H]1CC=2C=C(C(=NC2C=2N1C=C(C(C2)=O)C(=O)O)C2CC2)OCC2CC2 (S)-6-(tert-butyl)-2-cyclopropyl-3-(cyclopropylmethoxy)-10-oxo-6,10-dihydro-5H-pyrido[1,2-h][1,7]naphthyridine-9-carboxylic acid